6-Chloro-3-[[(1R)-1-[3,6-dimethyl-4-oxo-2-(3-pyridyl)chromen-8-yl]ethyl]amino]-N-ethyl-pyridine-2-carboxamide ClC1=CC=C(C(=N1)C(=O)NCC)N[C@H](C)C=1C=C(C=C2C(C(=C(OC12)C=1C=NC=CC1)C)=O)C